C12C(CC(C=C1)C2)CCCCC2OC2 2-(4-(bicyclo[2.2.1]hept-5-en-2-yl)butyl)oxirane